(R)-ethyl 2-acetoxy-3-(5-((tert-butyldimethylsilyl)oxy)-2-((2-(2-methoxyphenyl)pyrimidin-4-yl)methoxy)phenyl)propanoate C(C)(=O)O[C@@H](C(=O)OCC)CC1=C(C=CC(=C1)O[Si](C)(C)C(C)(C)C)OCC1=NC(=NC=C1)C1=C(C=CC=C1)OC